O(C1=CC=CC=C1)CCCC(=O)NC=1C=C2C=3CC(CCC3NC2=CC1)NCCC1=CC(=CC=C1)I 6-(phenoxybutanoyl)amino-3-(1-(3-iodophenyl)eth-2-yl)amino-1,2,3,4-tetrahydro-9H-carbazole